(4-{[(2-hydroxyethyl)oxy]methyl}cyclohexyl)methanone OCCOCC1CCC(CC1)C=O